4-((8-((adamantan-1-yl)amino)octyl)thio)-2-(2,6-dioxopiperidin-3-yl)isoindoline-1,3-dione C12(CC3CC(CC(C1)C3)C2)NCCCCCCCCSC2=C3C(N(C(C3=CC=C2)=O)C2C(NC(CC2)=O)=O)=O